CC1(N(CCC1)CCNC(=O)C=1C=C(C(=NC1)C)NC1=NN(C2=NC(=NC=C21)NC=2C=C(C=NC2)CC(=O)OC)C)C methyl 2-(5-((3-((5-((2-(2,2-dimethylpyrrolidin-1-yl)ethyl)carbamoyl)-2-methylpyridin-3-yl)amino)-1-methyl-1H-pyrazolo[3,4-d]pyrimidin-6-yl)amino)pyridin-3-yl)acetate